C(C)(C)[C@]1(C(NC(N1)=O)=O)C1=CC=C(C=C1)C(=O)N1CCC(CC1)C=1SC2=C(N1)C=C(C=C2)C(F)(F)F (R)-5-isopropyl-5-{4-[4-(5-trifluoromethylbenzothiazol-2-yl)piperidine-1-carbonyl]phenyl}imidazolidine-2,4-dione